C(CC(C)C)OCCO 2-(isopentyloxy)ethanol